1,4-bis(trimethoxysilyl)butane CO[Si](CCCC[Si](OC)(OC)OC)(OC)OC